tert-butyl (4-((4-(pyridin-2-yl)thiazol-2-yl)carbamoyl)benzoyl)glycinate N1=C(C=CC=C1)C=1N=C(SC1)NC(=O)C1=CC=C(C(=O)NCC(=O)OC(C)(C)C)C=C1